[I-].C(C)(C)(C)OC(=O)NC1CC(C1)NC(C[N+](C)(C)C)=O [2-[[3-(tert-butoxycarbonylamino)cyclobutyl]amino]-2-oxo-ethyl]-trimethyl-ammonium iodide